(S)-3-(3-(4-hydroxy-1-methyl-2-oxo-1,2-dihydropyridin-3-yl)ureido)-3-(6-methoxy-3'-(trifluoromethoxy)biphenyl-3-yl)propanoic acid ethyl ester C(C)OC(C[C@@H](C=1C=C(C(=CC1)OC)C1=CC(=CC=C1)OC(F)(F)F)NC(=O)NC=1C(N(C=CC1O)C)=O)=O